1-(3-fluoro-4-(5-(trifluoromethyl)-1,2,4-oxadiazol-3-yl)phenyl)-2-((4-methylbenzyl)oxy)ethan-1-one FC=1C=C(C=CC1C1=NOC(=N1)C(F)(F)F)C(COCC1=CC=C(C=C1)C)=O